O1CCOC12CCC(CC2)NC2=NC(=NC=C2C(=O)N)NC2CCC(CC2)OC 4-(1,4-dioxaspiro[4.5]decan-8-ylamino)-2-((1r,4r)-4-methoxycyclohexylamino)pyrimidine-5-carboxamide